3-(3-Methyl-2-oxo-4-vinyl-2,3-dihydro-1H-benzo[d]imidazol-1-yl)piperidine-2,6-dione CN1C(N(C2=C1C(=CC=C2)C=C)C2C(NC(CC2)=O)=O)=O